(cyclopentane-1,1-diylbis(ethane-2,1-diyl))bis(1-ethylpyrrolidin-1-ium) iodide [I-].C1(CCCC1)(CC[N+]1(CCCC1)CC)CC[N+]1(CCCC1)CC.[I-]